triethylammonium trifluoride [F-].[F-].[F-].C(C)[NH+](CC)CC.C(C)[NH+](CC)CC.C(C)[NH+](CC)CC